C1(CC1)C=1C=NN2C1N=C(N=C2NCC2=NC1=C(N2)C=CC(=C1F)F)N1CCOCC1 8-cyclopropyl-N-[(4,5-difluoro-1H-benzimidazol-2-yl)methyl]-2-(morpholin-4-yl)pyrazolo[1,5-a][1,3,5]triazin-4-amine